myristyl-3-(3,5-di-tert-butyl-4-hydroxyphenyl)propionamide C(CCCCCCCCCCCCC)C(C(=O)N)CC1=CC(=C(C(=C1)C(C)(C)C)O)C(C)(C)C